FC(CN1N=CC=2C1=NC(=CN2)N2C(C1(CN(C1)C=1C=NC(=NC1)C(F)(F)F)CC2)=O)F 6-(1-(2,2-difluoroethyl)-1H-pyrazolo[3,4-b]pyrazin-6-yl)-2-(2-(trifluoromethyl)pyrimidin-5-yl)-2,6-diazaspiro[3.4]octan-5-one